N-[(6-Amino-2-pyridyl)sulfonyl]-6-(3-fluoro-5-isobutoxyphenyl)-2-(2,2,6,6-tetramethyl-3H-pyran-4-yl)pyridin-3-carboxamid NC1=CC=CC(=N1)S(=O)(=O)NC(=O)C=1C(=NC(=CC1)C1=CC(=CC(=C1)OCC(C)C)F)C=1CC(OC(C1)(C)C)(C)C